methylpyrazole-3,4-dicarboxylic acid diethyl ester C(C)OC(=O)C1=NNC(=C1C(=O)OCC)C